4-(7-ethyl-[1,2,4]triazolo[1,5-a]pyridin-6-yl)piperidin C(C)C1=CC=2N(C=C1C1CCNCC1)N=CN2